Ethyl 3-(2-Chloro-4-fluoro-5-(3-methyl-2,6-dioxo-4-trifluoromethyl-3,6-dihydropyrimidin-1(2H)-yl)phenyl)-5-methyl-4,5-dihydroisoxazol-5-carboxylate ClC1=C(C=C(C(=C1)F)N1C(N(C(=CC1=O)C(F)(F)F)C)=O)C1=NOC(C1)(C(=O)OCC)C